tri(3-hydroxyphenyl)amine OC=1C=C(C=CC1)N(C1=CC(=CC=C1)O)C1=CC(=CC=C1)O